FC(C=1C=C2C(=NC1)OCC21CCC2(OCCO2)CC1)(F)F 5-(trifluoromethyl)-2H-dispiro[furo[2,3-b]pyridine-3,1'-cyclohexane-4',2''-[1,3]dioxolane]